NC([C@H](CO)NC(=O)C1=C(OC2=C1C=C(C=C2)OCC2=C(N=CO2)C)C)=O (S)-N-(1-amino-3-hydroxy-1-oxopropan-2-yl)-2-methyl-5-((4-methyloxazol-5-yl)methoxy)benzofuran-3-carboxamide